3-((4-hydroxypiperidin-4-yl)methyl)pyrido[3,4-d]pyrimidin-4(3H)-one trifluoroacetic acid salt FC(C(=O)O)(F)F.OC1(CCNCC1)CN1C=NC2=C(C1=O)C=CN=C2